diisopropyl Fluorophosphonate FP(OC(C)C)(OC(C)C)=O